O1C=CC(=C1)C=CC=O 3-(4-furyl)acrolein